4-((1R,3r,5S,6r)-6-(1-isopropyl-3-(5-(trifluoromethyl)pyridin-3-yl)-1H-pyrazol-5-yl)bicyclo[3.1.0]hexane-3-yl)-1,4-oxaazepane C(C)(C)N1N=C(C=C1C1[C@H]2CC(C[C@@H]12)N1CCOCCC1)C=1C=NC=C(C1)C(F)(F)F